nonylacridone C(CCCCCCCC)C1=CC=CC=2NC3=CC=CC=C3C(C12)=O